3-(2-chloro-4-methyl-phenyl)sulfonyl-8-methoxy-4H-triazolo[1,5-a]quinazolin-5-one ClC1=C(C=CC(=C1)C)S(=O)(=O)C=1N=NN2C1NC(C1=CC=C(C=C21)OC)=O